CNC1C(C(CCC1)C)C N-methyl-2,3-dimethylcyclohexylamine